N(C(=O)C)C1=CC=C(C=C1)S(=O)(=O)Cl p-acetaminobenzenesulfonyl chloride